(S)-1-(5,5-dimethylpyrrolidin-3-yl)-8-(2-((2,6-dioxopiperidin-1-yl)methyl)thieno[3,2-b]pyridin-7-yl)-1,2,3,4-tetrahydroquinoline-6-carbonitrile, formic acid salt C(=O)O.CC1(C[C@@H](CN1)N1CCCC2=CC(=CC(=C12)C1=C2C(=NC=C1)C=C(S2)CN2C(CCCC2=O)=O)C#N)C